2,4-dichlorophenylacetic acid ClC1=C(C=CC(=C1)Cl)CC(=O)O